OCCN(CCCCN1N=CC=C(C1=O)C1=CC=CC=C1)C 2-(4-((2-hydroxyethyl)(methyl)amino)butyl)-4-phenylpyridazin-3(2H)-one